2,4,6-trihydroxy-1,3,5-benzenetricarboxylic acid OC1=C(C(=C(C(=C1C(=O)O)O)C(=O)O)O)C(=O)O